(R/S)-6-((5-(trifluoromethyl)pyrazin-2-yl)oxy)-2-azabicyclo[2.2.1]heptane FC(C=1N=CC(=NC1)OC1CC2CN[C@@H]1C2)(F)F |r|